C1(CC2C(CC1)O2)CC[SiH2]CC(OCC)OCC β-(3,4-epoxycyclohexyl)ethyldiethoxyethylsilane